ClC1=C(C(=CC=C1)Cl)N1CC(C1)C1=CC(=C(CN2CCCCC2)C(=C1)C(C)C)C(C)C 1-(4-(1-(2,6-dichlorophenyl)azetidin-3-yl)-2,6-diisopropylbenzyl)piperidine